C(C)C(C(=O)[O-])CCCC.C(C)C(C(=O)[O-])CCCC.C(C)C(C(=O)[O-])CCCC.C(CCC)[Sn+3] monobutyl-tin tris-(2-ethylhexanoate)